The molecule is the (2R,4S)-diastereomer of 2,4-diaminopentanoic acid It is a conjugate base of a (2R,4S)-2,4-diazaniumylpentanoate. It is a conjugate acid of a (2R,4S)-2,4-diaminopentanoate. C[C@@H](C[C@H](C(=O)O)N)N